C1(CCCCC1)COC=1C=C(C=CC1)C(CCNC(COCCOCCOC)=O)O N-(3-(3-(cyclohexylmethoxy)phenyl)-3-hydroxypropyl)-2-(2-(2-methoxyethoxy)ethoxy)acetamide